C(C)(C)(C)C=1C=C(C=C(C1O)C(C)(C)C)C=CC(=O)O 3-(3,5-di-tert-butyl-4-hydroxyphenyl)-acrylic acid